F[C@]12[C@H]3CC[C@@]4([C@H](CC[C@H]4[C@@H]3CC[C@@H]2C[C@](CC1)(C)O)C(CNC1=CC(=CC=C1)F)=O)C 1-((3R,5R,8S,9S,10R,13S,14S,17S)-10-Fluoro-3-hydroxy-3,13-dimethylhexadecahydro-1H-cyclopenta[a]phenanthren-17-yl)-2-((3-fluorophenyl)amino)ethan-1-one